N1N=CC2=CC(=CC=C12)C=O indazole-5-carbaldehyde